FC1=C(C=C(C=C1)F)[C@@H]1N(OCC1)C1=CC(=NC=N1)NC=1C(=CC(=C(C1)NC(C=C)=O)N1CCC(CC1)N1C[C@H](N(CC1)C)C)OC N-(5-((6-((R)-3-(2,5-difluorophenyl)-isoxazolidine-2-yl)pyrimidine-4-yl)amino)-2-(4-((R)-3,4-dimethylpiperazine-1-yl)piperidine-1-yl)-4-methoxy-phenyl)acrylamide